BrC1=NN(C(=C1)C(F)(F)F)C 3-bromo-1-methyl-5-(tri-fluoromethyl)-pyrazole